ClC1=CC(=C(C=C1)C1=NC=C(C=N1)CCN)OC=1N(N=C(C1)C1=NC=CC=C1)C 2-[2-[4-chloro-2-(2-methyl-5-pyridin-2-ylpyrazol-3-yl)oxyphenyl]pyrimidin-5-yl]ethanamine